tert-butyl ((5-((4-(methylsulfonyl)-[1,1'-biphenyl]-2-yl)sulfonyl)thiazol-2-yl)methyl)carbamate CS(=O)(=O)C1=CC(=C(C=C1)C1=CC=CC=C1)S(=O)(=O)C1=CN=C(S1)CNC(OC(C)(C)C)=O